C(C)(=O)N1CC(C2=C(C=CC=C12)C1(CC1)C1=NNC=2N=C(NC(C21)=O)N2CCC1(CC2)[C@@H](C2=CC=CC=C2C1)N)(F)F (S)-3-(1-(1-acetyl-3,3-difluoroindolin-4-yl)cyclopropyl)-6-(1-amino-1,3-dihydrospiro[indene-2,4'-piperidin]-1'-yl)-1,5-dihydro-4H-pyrazolo[3,4-d]pyrimidin-4-one